N1(CCC(CC1)C=1C=C2C3=C(NC2=CC1)N=NC(=C3)C3=C(C=CC=C3)O)C3CCNCC3 2-(6-([1,4'-Bipiperidin]-4-yl)-9H-pyridazino[3,4-b]indol-3-yl)phenol